IC1=CN(C2=NC(=CN=C21)N2C1CC(CC2CC1)NC(OC(C)(C)C)=O)COCC[Si](C)(C)C tert-Butyl N-[endo-8-(7-iodo-5-{[2-(trimethylsilyl)ethoxy]methyl}-5H-pyrrolo[2,3-b]pyrazin-3-yl)-8-azabicyclo[3.2.1]octan-3-yl]carbamate